9-(4-(3-(1-acetylpyrrolidin-3-yl)-1H-pyrazol-1-yl)benzyl)-2-(2-isopropylphenyl)-7,9-dihydro-8H-purin-8-one C(C)(=O)N1CC(CC1)C1=NN(C=C1)C1=CC=C(CN2C3=NC(=NC=C3NC2=O)C2=C(C=CC=C2)C(C)C)C=C1